C(C)OC(=O)C1=NC=2CNCCC2C=C1Cl chloro-5,6,7,8-tetrahydro-1,7-naphthyridine-2-carboxylic acid ethyl ester